Tert-butyl (2S,4R)-2-((S)-1-((4-((S)-6-((tert-butyldiphenylsilyl)oxy)-6-methyl-1,4-oxazepan-4-yl)-6-chloro-1,3,5-triazin-2-yl)oxy)ethyl)-4-fluoropyrrolidine-1-carboxylate [Si](C1=CC=CC=C1)(C1=CC=CC=C1)(C(C)(C)C)O[C@]1(CN(CCOC1)C1=NC(=NC(=N1)Cl)O[C@@H](C)[C@H]1N(C[C@@H](C1)F)C(=O)OC(C)(C)C)C